(cyclohex-3-enylidenemethoxy-methyl)-benzene C1(CC=CCC1)=COCC1=CC=CC=C1